2-(pyridin-2-yl)-N,N-bis(pyridin-2-ylmethyl)ethane-1-amine N1=C(C=CC=C1)CCN(CC1=NC=CC=C1)CC1=NC=CC=C1